N-succinimidyl-oxycarbonyl-alpha-methyl-alpha-(2-pyridyldithio)toluene C1(CCC(N1OC(=O)N1C(C=CC=C1)SSC(C1=CC=CC=C1)C)=O)=O